5-(4-(3-(4-(3-(4-chloro-3-ethyl-1H-pyrrolo[2,3-b]pyridin-5-yl)phenyl)-3-oxopiperazin-1-yl)propoxy)piperidin-1-yl)-2-(2,6-dioxopiperidin-3-yl)isoindoline-1,3-dione ClC1=C2C(=NC=C1C=1C=C(C=CC1)N1C(CN(CC1)CCCOC1CCN(CC1)C=1C=C3C(N(C(C3=CC1)=O)C1C(NC(CC1)=O)=O)=O)=O)NC=C2CC